COC(=O)C=1C=2C=CC(=NC2C=CC1C=1C=NN(C1C)CC12CC3CC(CC(C1)C3)C2)C2=CC=CC3=CC=C(C=C23)C(NC=2SC3=C(N2)C=CC=C3)=O 6-(1-(adamantan-1-ylmethyl)-5-methyl-1H-pyrazol-4-yl)-2-(7-(benzo[d]thiazol-2-ylcarbamoyl)naphthalen-1-yl)quinoline-5-carboxylic acid methyl ester